FC1=C(C(=C(C=C1OC)OC)F)C1CCC=2C(=NNC2C1)C1=C(N=CN1C)[N+](=O)[O-] 6-(2,6-difluoro-3,5-dimethoxyphenyl)-3-(1-methyl-4-nitro-1H-imidazol-5-yl)-4,5,6,7-tetrahydro-1H-indazole